s-indacen-1-one C1(CC=C2C=C3C=CC=C3C=C12)=O